C(C)(C)(C)OC(=O)NC1=C2/C(/C(N(C2=CC=C1)C=1C(=NC(=CC1)OCC1=CC=CC=C1)OCC1=CC=CC=C1)=O)=C/C(=O)OC(C)(C)C tert-butyl (2Z)-2-[4-(tert-butoxy carbonylamino)-1-(2,6-dibenzyloxy-3-pyridyl)-2-oxo-indolin-3-ylidene]acetate